3,6-dimethylnon-4-en-1-ol CC(CCO)C=CC(CCC)C